C1(=CC=CC=C1)C(O)(C1=NC=CC=C1)C1=CC=CC=C1 diphenyl-2-pyridinemethanol